N-[ethylhydroxyphosphinyl]glutamic acid C(C)P(=O)(N[C@@H](CCC(=O)O)C(=O)O)O